C1(CC1)CN1[C@H]2[C@@]34C[C@@H]([C@@]([C@H]5[C@@]3(C=3C(=C(C=CC3C2)O)O5)CC1)(CC4)O)[C@@](C)(C(C)(C)C)O (2S)-2-[17-(cyclopropylmethyl)-4,5α-epoxy-3,6-dihydroxy-6α,14-ethano-14α-morphinan-7α-yl]-3,3-dimethylbutan-2-ol